COC=1C(=NC=CC1)[C@@H]1[C@@H](O[C@]([C@H]1C)(C(F)(F)F)C)C(=O)NC1=CC(=NC=C1)C(=O)N (2R,3R,4S,5R)-4-[[3-(3-Methoxy-2-pyridyl)-4,5-dimethyl-5-(trifluoromethyl)tetrahydrofuran-2-carbonyl]amino]pyridin-2-carboxamid